BrC=1C(=NC(=NC1)S(=O)(=O)C)C(=O)NC1CCC(CC1)NC1=CC(=NC2=CC=C(C=C12)Cl)C(F)(F)F 5-bromo-2-(methylsulfonyl)-N-[(1s,4s)-4-{[6-chloro-2-(trifluoromethyl)quinolin-4-yl]amino}cyclohexyl]pyrimidine-4-carboxamide